C[C@@H](C1(CO1)C)\C=C/[C@@H](C)[C@H]1CC[C@H]2C3=CCC4CCCC[C@]4(C)[C@H]3CC[C@]12C z-epoxy-24(R)-methylcholesta-7,22-dien